C(C)(C)(C)OC(=O)N1CC(C1)C1=NN(C2=NC=CC(=C21)N)C2=CC=C(C=C2)OC(F)(F)F 3-(4-amino-1-(4-(trifluoromethoxy)phenyl)-1H-pyrazolo[3,4-b]pyridin-3-yl)azetidine-1-carboxylic acid tert-butyl ester